N(=[N+]=[N-])C1=CC=C(C(CBr)=O)C=C1 4-azidophenacylbromide